[Si]=O.[Zr] zirconium silicon oxide